1-phenylcyclohepta-1-ene C1(=CC=CC=C1)C1=CCCCCC1